FC(C=1C=CC=2N(C1)N=C(C2)C2CN(C2)C(C=C)=O)(F)F 1-(3-(6-(trifluoromethyl)pyrazolo[1,5-a]pyridin-2-yl)azetidin-1-yl)prop-2-en-1-one